1-(p-aminophenyl)-3-methylpyrazole NC1=CC=C(C=C1)N1N=C(C=C1)C